thiosalicylic acid methyltrioctylammonium salt C[N+](CCCCCCCC)(CCCCCCCC)CCCCCCCC.C(C=1C(S)=CC=CC1)(=O)[O-]